2-(6-Cyclopropylpyridin-3-yl)-8-methoxy-2,3-dihydrobenzo[b][1,4]dioxine-6-carboxylic acid C1(CC1)C1=CC=C(C=N1)C1COC2=C(O1)C(=CC(=C2)C(=O)O)OC